C(CCC)C1=CC=C(C=C1)C1(CCC(CC1)N)N 1-(4-butylphenyl)cyclohexane-1,4-diamine